C(C1=CC=CC=C1)N1CC(N(CC1)CCC(C)(C)C)=O 4-benzyl-1-(3,3-dimethylbutyl)piperazin-2-one